C(C)OCN1C(=NC2=C1C=CC=C2)CN[C@@H]2CCCC=1C=CC=NC21 (R)-N-((1-(ethoxymethyl)-1H-benzo[d]imidazol-2-yl)methyl)-5,6,7,8-tetrahydroquinolin-8-amine